tert-butyl (1R,3s,5S)-3-(methylamino)-8-azabicyclo[3.2.1]octane-8-carboxylate CNC1C[C@H]2CC[C@@H](C1)N2C(=O)OC(C)(C)C